O=C1NC(CCC1N1C(C2=CC=CC(=C2C1=O)NCCCCCCNCC1=CC=C(C=C1)C=1N=C2N(C=CC(=C2)C2=CC=CC=C2)C1NC1=CC=C(C(=O)O)C=C1)=O)=O 4-((2-(4-(((6-((2-(2,6-Dioxopiperidin-3-yl)-1,3-dioxoisoindolin-4-yl)amino)hexyl)amino)methyl)phenyl)-7-phenylimidazo[1,2-a]pyridin-3-yl)amino)benzoic acid